N-(Oxetan-3-ylmethyl)-3-((4-oxo-7-(5-(trifluoromethyl)-1H-pyrazol-4-yl)quinazolin-3(4H)-yl)methyl)benzamide O1CC(C1)CNC(C1=CC(=CC=C1)CN1C=NC2=CC(=CC=C2C1=O)C=1C=NNC1C(F)(F)F)=O